N(=[N+]=[N-])[C@@]1(C[C@H](O)[C@@H](CO)O1)N1C(=O)N=C(N)C=C1 azidodeoxycytidine